CN(C(CN1C(CCCC1)=O)=O)C=1C=C2C(=NC1)N=C(N2)C2=NNC=1C[C@@]3([C@H](CC21)C3)C N-Methyl-N-(2-((4aS,5aR)-5a-methyl-1,4,4a,5,5a,6-hexahydrocyclopropa[f]indazol-3-yl)-1H-imidazo[4,5-b]pyridin-6-yl)-2-(2-oxopiperidin-1-yl)acetamide